4-(2,5,6,6-tetramethylcyclohex-2-enyl)but-3-en-2-one CC=1C(C(C(CC1)C)(C)C)C=CC(C)=O